C(CCCCCCCCCC)NC(=O)N(CCCCCCCCC)CCCCCCCCC N-undecyl-N',N'-dinonylurea